N1N=CC(=C1)C1=CN=C2N1C=CC(=N2)C(=O)N 3-(1H-pyrazol-4-yl)imidazo[1,2-a]pyrimidine-7-carboxamide